4-(3-chloro-1H-pyrazol-1-yl)-2-[2,6-dimethyl-4-(trifluoromethyl)phenyl]-5-hydroxy-6-(methoxymethyl)pyridazine ClC1=NN(C=C1)C1=CN(NC(=C1O)COC)C1=C(C=C(C=C1C)C(F)(F)F)C